FC(C)(C)C=1N(C=CN1)CC1=CC=C(C=C1)C=1N=C(SC1S(=O)(=O)NC(OC)=O)CC(C)C methyl ((4-(4-((2-(2-fluoropropan-2-yl)-1H-imidazol-1-yl)methyl)phenyl)-2-isobutyl-thiazol-5-yl)sulfonyl)carbamate